4-((3-cyclopropyl-4-fluorophenyl)amino)-6-acetylamino-1H-indole-2-carboxylic acid ethyl ester C(C)OC(=O)C=1NC2=CC(=CC(=C2C1)NC1=CC(=C(C=C1)F)C1CC1)NC(C)=O